rac-(5S,7S)-N,N-dicyclopropyl-7-fluoro-5-phenyl-6,7-dihydro-5H-pyrrolo[1,2-b][1,2,4]triazole-2-carboxamide C1(CC1)N(C(=O)C=1N=C2N(N1)[C@@H](C[C@@H]2F)C2=CC=CC=C2)C2CC2 |r|